NC1=CC(=C2C=CC3=CC=CC4=CC=C1C2=C34)N 1,3-Diaminopyrene